7-fluoro-4-(8-fluoro-2-(((2R,7aS)-2-fluorotetrahydro-1H-pyrrolizin-7a(5H)-yl)methoxy)-4-(2-methylazetidin-1-yl)-6-(trifluoromethyl)quinazolin-7-yl)benzo[d]thiazol-2-amine FC1=CC=C(C=2N=C(SC21)N)C2=C(C=C1C(=NC(=NC1=C2F)OC[C@]21CCCN1C[C@@H](C2)F)N2C(CC2)C)C(F)(F)F